FC1=CC=C(C=N1)C(C)C 6-fluoro-3-isopropylpyridin